FC1=C(CC2=NC3=C(N2C[C@H]2OCC2)C=C(C=C3)C(=O)O)C=C(C(=C1)C1=NC(=CC=C1)OCC=1C=C3C=NN(C3=CC1)C)F (S)-2-(2,5-difluoro-4-(6-((1-methyl-1H-indazol-5-yl)methoxy)pyridin-2-yl)benzyl)-1-(oxetan-2-ylmethyl)-1H-benzo[d]imidazole-6-carboxylic acid